C(C1=CC=CC=C1)OC1=NC(=CC=C1N1C=NC2=C1C=CC(=C2)OC)OCC2=CC=CC=C2 1-(2,6-dibenzyloxy-3-pyridyl)-5-methoxy-benzimidazole